Methyl 2-(3,5-dichloro-4-((5-cyclobutyl-6-oxo-1,6-dihydropyridazin-3-yl)oxy)phenyl)-3,5-dioxo-2,3,4,5-tetrahydro-1,2,4-triazine-6-carboxylate ClC=1C=C(C=C(C1OC1=NNC(C(=C1)C1CCC1)=O)Cl)N1N=C(C(NC1=O)=O)C(=O)OC